C1NCC12CC(C2)N2N=C(C=1CN(CCC12)C(C)=O)N1CCCC2=CC(=C(C=C12)C(F)F)C=1C=NN(C1)C 1-[1-(2-azaspiro[3.3]heptan-6-yl)-3-[7-(difluoromethyl)-6-(1-methylpyrazol-4-yl)-3,4-dihydro-2H-quinolin-1-yl]-6,7-dihydro-4H-pyrazolo[4,3-c]pyridin-5-yl]ethanone